4-hydroxy-3,5-dimethyl-2-nitrobenzoate OC1=C(C(=C(C(=O)[O-])C=C1C)[N+](=O)[O-])C